indium antimony germanium telluride [Ge]=[Te].[Sb].[In]